(2-((2,6-dioxopiperidin-3-yl)amino)pyridin-4-yl)methyl methanesulfonate CS(=O)(=O)OCC1=CC(=NC=C1)NC1C(NC(CC1)=O)=O